CC(C)(C#CC(C)(OOC(C)(C)CC)C)OOC(C)(C)CC 2,5-dimethyl-2,5-di(t-amyl-peroxy)hexyne